2-chloro-6-((4-chloro-2-fluorophenoxy)methyl)pyridine tert-Butyl-(5-chloro-3-ethylthieno[3,2-b]pyridin-7-yl)(thiophen-2-ylmethyl)carbamate C(C)(C)(C)OC(N(CC=1SC=CC1)C1=C2C(=NC(=C1)Cl)C(=CS2)CC)=O.ClC2=NC(=CC=C2)COC2=C(C=C(C=C2)Cl)F